6-(tert-butyl)-N-(4-(trifluoromethoxy)phenyl)dibenzo[b,d]Furan-4-amine C(C)(C)(C)C1=CC=CC=2C3=C(OC21)C(=CC=C3)NC3=CC=C(C=C3)OC(F)(F)F